geraniol carbon [C].CC(C)=CCC\C(\C)=C\CO